1-(4-(4,4,5,5-tetramethyl-1,3,2-dioxaborolan-2-yl)phenyl)azetidin-2-one CC1(OB(OC1(C)C)C1=CC=C(C=C1)N1C(CC1)=O)C